(Z)-2-chloro-2-(2-methylhydrazono)acetic acid ethyl ester C(C)OC(/C(=N/NC)/Cl)=O